(R)-2-Methyl-N-((5,6,7,8-tetrahydronaphthalen-1-yl)methylidene)propane-2-sulfinamide CC(C)(C)[S@@](=O)N=CC1=CC=CC=2CCCCC12